5-chloro-2-(3,3,5,5-tetramethylpiperazin-1-yl)pyridin-4-amine ClC=1C(=CC(=NC1)N1CC(NC(C1)(C)C)(C)C)N